ethyl 2-methyl-4-keto-5-p-tolyl-8-(1-(4-isobutylphenyl) ethyl)-furo[3,2-e][1,3,4]triazolo[1,5-a]pyrimidine-3-carboxylate CC1=C(C=2C(N(C=3N(C2O1)C(=NN3)C(C)C3=CC=C(C=C3)CC(C)C)C3=CC=C(C=C3)C)=O)C(=O)OCC